3-butyl-2-(2-fluorobenzyl)-3-hydroxy-2,3,4,5-tetrahydro-1H-isoindol-1-one C(CCC)C1(N(C(C=2C=CCCC12)=O)CC1=C(C=CC=C1)F)O